C1(CC1)C=1N=NN(C1)[C@H](C(=O)N1[C@@H](C[C@H](C1)O)C(=O)NC1C(N(CC1)CC1=C(C=C(C=C1)OC)OC)=O)C(C)(C)C (2S,4R)-1-[(2S)-2-(4-cyclopropyltriazol-1-yl)-3,3-dimethyl-butanoyl]-N-[1-[(2,4-dimethoxyphenyl)methyl]-2-oxo-pyrrolidin-3-yl]-4-hydroxy-pyrrolidine-2-carboxamide